C(C)C=1C(=CC=C2C=C(C=C(C12)C1=C(C=C2C(=NC(=NC2=C1F)OC[C@]12CCCN2C[C@@H](C1)F)N1C[C@]2(CNC(O2)=O)CCC1)F)O)F (5R)-7-(7-(8-ethyl-7-fluoro-3-hydroxynaphthalen-1-yl)-6,8-difluoro-2-(((2R,7aS)-2-fluorotetrahydro-1H-pyrrolizin-7a(5H)-yl)methoxy)quinazolin-4-yl)-1-oxa-3,7-diazaspiro[4.5]decan-2-one